7-Fluoro-6-(2-(2-methylpyridin-4-yl)imidazo[1,2-a]pyrimidin-3-yl)-2H-benzo[b][1,4]oxazin-3(4H)-one FC=1C(=CC2=C(OCC(N2)=O)C1)C1=C(N=C2N1C=CC=N2)C2=CC(=NC=C2)C